CC(CC(=O)O)(CC(C)C)C 3,3,5-trimethyl-hexanoic acid